NC(C(=O)O)CC1=CC(=C(C(=C1)I)O)I 2-amino-3-(3,5-diiodo-4-hydroxyphenyl)propionic acid